N4-(tert-butyl)quinoline-3,4-diamine C(C)(C)(C)NC1=C(C=NC2=CC=CC=C12)N